2-[[6-chloro-3-(tetrahydropyran-4-ylsulfamoyl)-4-quinolyl]amino]benzoic acid ClC=1C=C2C(=C(C=NC2=CC1)S(NC1CCOCC1)(=O)=O)NC1=C(C(=O)O)C=CC=C1